7-fluoro-2-((4S)-2-fluoro-4-((6-oxo-5-(trifluoromethyl)-1,6-dihydropyridazin-4-yl)oxy)pentyl)-6-(5-(trifluoromethyl)pyrimidin-2-yl)isoquinolin-1(2H)-one FC1=C(C=C2C=CN(C(C2=C1)=O)CC(C[C@H](C)OC=1C=NNC(C1C(F)(F)F)=O)F)C1=NC=C(C=N1)C(F)(F)F